FC12CCC(CC1)(C2)C=O 4-fluorobicyclo[2.2.1]heptane-1-carbaldehyde